S(C)(=O)(=O)O.C(C#C)N[C@@H]1C=CC2=CC=CC=C12 N-propargyl-1(R)-aminoindene mesylate